C1(CC1)CN1C(=CC=2C1=NC=CC2)C2=NC1=C(N2C)C(=CC(=C1)C(=O)N1[C@@H]2[C@H](C[C@H](C1)[C@H]2N)OC)OC (1S,4R,6S,7R)-2-{2-[1-(Cyclopropylmethyl)-1H-pyrrolo[2,3-b]pyridin-2-yl]-7-methoxy-1-methyl-1H-1,3-benzodiazole-5-carbonyl}-6-methoxy-2-azabicyclo[2.2.1]heptan-7-amine